fluoro-6-(1H-tetrazol-5-yl)benzofuran FC=1OC2=C(C1)C=CC(=C2)C2=NN=NN2